NCC(CN1N=CN(C1=O)C1=C(C=C(C=N1)C#CC1=CC2=C(OCC(N2)=O)N=C1)C)=C(F)F 7-[2-[6-[1-[2-(aminomethyl)-3,3-difluoro-allyl]-5-oxo-1,2,4-triazol-4-yl]-5-methyl-3-pyridinyl]ethynyl]-1H-pyrido[2,3-b][1,4]oxazin-2-one